{1,1'-bis(diphenylphosphino)ferrocene} palladium dichloride [Pd](Cl)Cl.C1(=CC=CC=C1)P([C-]1C=CC=C1)C1=CC=CC=C1.[C-]1(C=CC=C1)P(C1=CC=CC=C1)C1=CC=CC=C1.[Fe+2]